1-((R)-fluoro((R or S)-3-(2-(5-fluorothiophen-2-yl)ethyl)-1-(2-(6-methylpyridin-3-yl)propan-2-yl)pyrrolidin-3-yl)methyl)-3-phenylurea F[C@@H](NC(=O)NC1=CC=CC=C1)[C@]1(CN(CC1)C(C)(C)C=1C=NC(=CC1)C)CCC=1SC(=CC1)F |o1:12|